ethyl 2-(trimethylsilylmethyl)acrylate C[Si](C)(C)CC(C(=O)OCC)=C